F[C@@H]1[C@H](C[C@@]2(C[C@H](C[C@H]1N2)C)C)OC=2N=CC(=NC2)C2=C(C=C(C=C2)N2C=NC=C2)O 2-(5-(((1S,3S,4S,5R,7S)-4-fluoro-1,7-dimethyl-9-azabicyclo[3.3.1]nonan-3-yl)oxy)pyrazin-2-yl)-5-(1H-imidazol-1-yl)phenol